beta-ethyl-aniline crotonate C(\C=C\C)(=O)O.CCNC1=CC=CC=C1